C(C)(C)(C)OC(=O)N1CCC(CC1)N1C2=C(N(C(C1=O)=O)C)C=C(C=N2)C(=O)O 4-(1-(tert-Butoxycarbonyl)piperidin-4-yl)-1-methyl-2,3-diketo-1,2,3,4-tetrahydropyrido[2,3-b]pyrazine-7-carboxylic acid